bis(3,4-methylenedioxybenzoyl)methane C1OC=2C=C(C(=O)CC(C3=CC4=C(C=C3)OCO4)=O)C=CC2O1